6-fluoro-7-iodo-2-methyl-1,2,3,4-tetrahydroisoquinoline FC=1C=C2CCN(CC2=CC1I)C